5-oxo-1,4-diazepan-1-carboxylic acid benzyl ester C(C1=CC=CC=C1)OC(=O)N1CCNC(CC1)=O